(R)-dibenzyl (morpholin-3-ylmethyl) phosphate TFA salt OC(=O)C(F)(F)F.P(=O)(OCC1=CC=CC=C1)(OCC1=CC=CC=C1)OC[C@@H]1NCCOC1